CC1(N(CCC1)C1=CC2=C(C(=N1)CNC)CNC2)C 6-(2,2-Dimethylpyrrolidin-1-yl)-4-((methylamino)methyl)-2,3-dihydro-1H-pyrrolo[3,4-c]pyridine